FC1=CNC2=NC(=C(C=C21)OC2=C(C(=O)O)C=CC=C2)OC 2-((3-fluoro-6-methoxy-1H-pyrrolo[2,3-b]pyridin-5-yl)oxy)benzoic acid